(S)-5-((4-bromo-2,3-dihydro-1H-inden-1-yl)amino)-3-methoxypyrazine-2-carbonitrile BrC1=C2CC[C@@H](C2=CC=C1)NC=1N=C(C(=NC1)C#N)OC